t-butyl 4-((4-methylpiperazin-1-yl) methyl)isoindoline-2-carboxylate CN1CCN(CC1)CC1=C2CN(CC2=CC=C1)C(=O)OC(C)(C)C